ClC=1N(C2=NC(=NC=C2N1)N)CC1=CC=C(C=C1)[N+](=O)[O-] chloro-9-(4-nitrobenzyl)-9H-purin-2-amine